FC([C@H](C)N)(F)F (2S)-1,1,1-trifluoropropane-2-amine